C1(CC1)C(=O)N1CCN(CC1)C(=O)C=1C=NC2=CC=C(C=C2C1C1=CC=C(C=C1)C(C#N)(C)C)F 2-(4-(3-(4-(Cyclopropanecarbonyl)piperazine-1-carbonyl)-6-fluoroquinolin-4-yl)phenyl)-2-methylpropanenitrile